O1C(NN=C1)=S 1,3,4-oxadiazol-2-thione